CN1N=C(C=C(C1=O)N1CCOCC1)C1=NN(C2=CC3=C(C=C12)OCCC3)C3OCCCC3 2-Methyl-4-morpholino-6-(1-(tetrahydro-2H-pyran-2-yl)-1,6,7,8-tetrahydropyrano[2,3-f]indazol-3-yl)pyridazin-3(2H)-one